C(C)C1=C(N=C(C(=N1)C(=O)N)NC1=CC(=C(C=C1)N1CCC(CC1)N1CCN(CC1)C)OC)NC1CCOCC1 6-ethyl-3-[[3-methoxy-4-[4-(4-methyl-1-piperazinyl)-1-piperidinyl]phenyl]amino]-5-[(tetrahydro-2H-pyran-4-yl)amino]-2-pyrazinamide